OCC([C@]1(CC[C@H]2[C@@H]3CCC4=CC(CC[C@]4(C)[C@H]3CC[C@]12C)=O)OC(CC)=O)=O 21-hydroxy-3,20-dioxopregn-4-en-17-ylpropionate